FC1(CCC(CC1)/C=C/C1=CC(=CC=2N=COC21)NC(C=C)=O)F (E)-N-(7-(2-(4,4-Difluorocyclohexyl)vinyl)benzo[d]oxazol-5-yl)acrylamide